4-hydroxy-6-phenyl-2-(pyridin-3-yl)pyrimidine-5-carbonitrile OC1=NC(=NC(=C1C#N)C1=CC=CC=C1)C=1C=NC=CC1